BrCC(=O)C=1C=CC2=C(N(C(O2)=O)C)C1 5-(2-bromoacetyl)-3-methylbenzo[d]oxazol-2(3H)-one